(R)-6-methyl-2-((S)-4-methylcyclohex-3-en-1-yl)hept-5-en-2-ol CC(=CCC[C@@](C)(O)[C@@H]1CC=C(CC1)C)C